S1C=NC2=C1C=CC(=C2)[C@H]2COC[C@H](N2C(C(=O)O)=O)C 2-((3S,5R)-3-(benzo[d]thiazol-5-yl)-5-methylmorpholino)-2-oxoacetic acid